ethyl (S)-3-(2',6'-dimethylbiphenyl-4-yl)-3-(3-(4-hydroxy-1-methyl-2-oxo-1,2-dihydropyridin-3-yl)ureido)propanoate CC1=C(C(=CC=C1)C)C1=CC=C(C=C1)[C@H](CC(=O)OCC)NC(=O)NC=1C(N(C=CC1O)C)=O